benzyl (7-(4-fluorophenyl)-5-(2-hydroxy-1-(1-methyl-3-(thiazol-4-yl)-1H-pyrazole-5-carboxamido)propan-2-yl)-3-methyl-2,3-dihydrofuro[2,3-c]pyridin-3-yl)carbamate FC1=CC=C(C=C1)C=1N=C(C=C2C1OCC2(C)NC(OCC2=CC=CC=C2)=O)C(CNC(=O)C2=CC(=NN2C)C=2N=CSC2)(C)O